N-[4-(5,5-dimethyl-2-oxo-1-piperidyl)-6-phenoxy-pyrimidin-2-yl]benzenesulfonamide CC1(CCC(N(C1)C1=NC(=NC(=C1)OC1=CC=CC=C1)NS(=O)(=O)C1=CC=CC=C1)=O)C